5-fluoro-4-(3-oxo-5,6-dihydro[1,3]thiazolo[2,3-c][1,2,4]triazol-2(3H)-yl)-2-{[(2S)-1,1,1-trifluoropropan-2-yl]oxy}benzamide FC=1C(=CC(=C(C(=O)N)C1)O[C@H](C(F)(F)F)C)N1N=C2N(C1=O)CCS2